C(C1=CC=CC=C1)N1CC(C1)(C(=O)OC)C1=CC=CC=C1 methyl 1-benzyl-3-phenyl-3-azetidincarboxylate